1,2,3-triaminoguanidine hydrochloride Cl.NNC(=NN)NN